2-diazo-3',6'-bis(3-methyl-3,6-diazabicyclo[3.1.1]hept-6-yl)-3-oxo-2,3-dihydrospiro[indene-1,9'-xanthene]-6-carboxamide [N+](=[N-])=C1C(C2=CC=C(C=C2C12C1=CC=C(C=C1OC=1C=C(C=CC21)N2C1CN(CC2C1)C)N1C2CN(CC1C2)C)C(=O)N)=O